The molecule is an organic cation that is the zwitterionic tautomer of L-adenosylselenomethionine arising from shift of the proton from the carboxy group to the amino group; major species at pH 7.3. It is a tautomer of a L-adenosylselenomethionine. C[Se+](CC[C@@H](C(=O)[O-])[NH3+])C[C@@H]1[C@H]([C@H]([C@@H](O1)N2C=NC3=C(N=CN=C32)N)O)O